ClC1=CC=C(C=C1)N(C(=O)OCC1CCC(CC1)COCC(=O)O)C1=CC=CC=C1 ((1r,4r)-4-(((4-chlorophenyl)(phenyl)carbamoyloxy)methyl)cyclohexyl)methoxyacetic acid